C(#N)C1=CC=C(C=2N1N=CC2)N2C[C@@]1(C[C@@]1(C2)C(F)(F)F)C(=O)O (1S,5R)-3-(7-cyanopyrazolo[1,5-a]pyridin-4-yl)-5-(trifluoromethyl)-3-azabicyclo[3.1.0]hexane-1-carboxylic acid